((1-(2-ethylphenyl)-2,2-difluorobut-3-en-1-yl)oxy)silane C(C)C1=C(C=CC=C1)C(C(C=C)(F)F)O[SiH3]